pentanoic acid cyclopropyl ester C1(CC1)OC(CCCC)=O